(S)-2-tert-butoxycarbonylamino-3-[4-(4,4,5,5-tetramethyl-[1,3,2]dioxaborolan-2-yl)-phenyl]-propionic acid methyl ester COC([C@H](CC1=CC=C(C=C1)B1OC(C(O1)(C)C)(C)C)NC(=O)OC(C)(C)C)=O